(5-(3-cyanopyrazolo[1,5-a]pyridin-5-yl)-2-methoxypyridin-3-yl)-2,4-difluorobenzenesulfonamide C(#N)C=1C=NN2C1C=C(C=C2)C=2C=C(C(=NC2)OC)C=2C(=C(C=CC2F)S(=O)(=O)N)F